CC1=C(C(=C(C=2OC(OC(C21)CCCCCCCC)CCCCCCCC)C)C)O 5,7,8-trimethyl-2,4-dioctyl-4H-benzo[d][1,3]dioxin-6-ol